FC1=CC(=C(C=C1)C1=CC(=CC=C1)C(=O)OC(C)(C)C)C1=NN=CN1C tert-Butyl 4'-fluoro-2'-(4-methyl-1,2,4-triazol-3-yl)-[1,1'-biphenyl]-3-carboxylate